C(N)(OC=1C(=NC2=NC(=CC=C2C1Cl)OC)C(C)(C)C)=O (tert-butyl 4-chloro-7-methoxy-1,8-naphthyridin-3-yl) carbamate